CCCCCCCCCCCCCCCCCCC[C@H]([C@H](CO[C@H]1C(C([C@@H]([C@H](O1)CO)O[C@H]2C(C([C@H]([C@H](O2)CO)O)O)O)O)O)NC(=O)CCCCCCCCCCCCCCC)O N-(hexadecanoyl)-1-beta-lactosyl-docosasphinganine